NC=1C2=C(N=CN1)N(C=C2C=2C(=C1CCN(C1=CC2)C(CC2=C(C=CC(=C2)C(F)(F)F)F)=O)F)CC(C)(C)O 1-(5-(4-AMINO-7-(2-HYDROXY-2-METHYLPROPYL)-7H-PYRROLO[2,3-D]PYRIMIDIN-5-YL)-4-FLUOROINDOLIN-1-YL)-2-(2-FLUORO-5-(TRIFLUOROMETHYL)PHENYL)ETHAN-1-ONE